FC(C(=O)O)(F)F.C(#N)C=1C(=NC=C(C1C1=CC(=C(C=C1)C#N)F)C1=CC(=C(C=C1)OC)O)N1CCC(CC1)NCC=1N=CC(=NC1)/C=C/C(=O)NO (E)-3-(5-(((1-(3-Cyano-4-(4-cyano-3-fluorophenyl)-5-(3-hydroxy-4-methoxyphenyl)pyridin-2-yl)piperidin-4-yl)amino)methyl)pyrazin-2-yl)-N-hydroxyacrylamide trifluoroacetate